5-chloro-N-(4-fluoro-3-(9-methyl-2-(methylamino)-[1,2,4]triazolo[4',3':1,6]pyrido[2,3-d]pyrimidin-6-yl)phenyl)-2-methoxypyridine-3-sulfonamide ClC=1C=C(C(=NC1)OC)S(=O)(=O)NC1=CC(=C(C=C1)F)C1=CC2=C(N=C(N=C2)NC)N2C1=NN=C2C